BrC1=C2C=C(C(N(C2=CC(=C1)OC(F)(F)Br)C)=O)C 5-bromo-7-(bromodifluoromethoxy)-1,3-dimethylquinolin-2(1H)-one